(1S,2S)-N-(6-(((R*)-1-(5-cyclopropyl-7-(3-methyl-2,4-dioxoimidazolidin-1-yl)pyrazolo[1,5-a]pyridin-2-yl)ethyl)amino)pyrimidin-4-yl)-2-(4-methylpyrimidin-2-yl)cyclopropane-1-carboxamide C1(CC1)C1=CC=2N(C(=C1)N1C(N(C(C1)=O)C)=O)N=C(C2)[C@@H](C)NC2=CC(=NC=N2)NC(=O)[C@@H]2[C@H](C2)C2=NC=CC(=N2)C |o1:20|